O=C1NC(CC[C@@H]1N(C=1C=C(C=CC1)[C@H]1C(CN(CC1)C(=O)OC(C)(C)C)(F)F)C)=O t-Butyl (4S)-4-[3-[[(3S)-2,6-dioxo-3-piperidyl]-methyl-amino]phenyl]-3,3-difluoro-piperidine-1-carboxylate